C(C1=CC=CC=C1)N1CCN(CC1)CC=1NC=NN1 5-((4-benzyl-piperazin-1-yl)methyl)-4H-1,2,4-triazol